s-Triazolo-[4,3-a]-pyridin-3-on N=1NC(N2C1C=CC=C2)=O